1,3,5-trimethylhexylhydroxy-1,3,5-triazine CC(CC(CC(C)C)C)C1=NC(=NC=N1)O